FC(C)(F)C1=NC(=CC(=N1)NC1=CC(=NC=C1OCC1=NC=C(C=C1)C)NC(C)=O)C N-(4-((2-(1,1-difluoroethyl)-6-methylpyrimidin-4-yl)amino)-5-((5-methylpyridin-2-yl)methoxy)pyridin-2-yl)acetamide